O1CCN(CC1)C(C(=O)O)C morpholinopropionic acid